F[C@H]1[C@@H](CNC1)OC=1N=CC(=NC1C)C1=CNC2=C(C=CC=C12)C#N 3-(5-(((3R,4R)-4-fluoropyrrolidin-3-yl)oxy)-6-methylpyrazin-2-yl)-1H-indole-7-carbonitrile